CC1(OCCC1)C1=NN=C(O1)C1=C(NC2=CC=C(C=C2)C(F)(F)F)C=CC=C1 2-(5-(2-methyltetrahydrofuran-2-yl)-1,3,4-oxadiazol-2-yl)-N-(4-(trifluoromethyl)phenyl)aniline